C1(CC1)[C@]1(C(N(C[C@H]1C)C=1C=2N(N=CC1)C=C(C2)C2=C1N(N=C2)CCC1)=O)C#N (3R,4S)-3-cyclopropyl-1-[6-(5,6-dihydro-4H-pyrrolo[1,2-b]pyrazol-3-yl)pyrrolo[1,2-b]pyridazin-4-yl]-4-methyl-2-oxopyrrolidine-3-carbonitrile